(R)-2-((1R,3S,5S)-3-((3S,4R)-1-(5-chloropyrimidin-2-yl)-3-ethoxypiperidin-4-yl)-8-azabicyclo[3.2.1]oct-8-yl)-2-cyclopropylacetamide ClC=1C=NC(=NC1)N1C[C@H]([C@H](CC1)C1C[C@H]2CC[C@@H](C1)N2[C@@H](C(=O)N)C2CC2)OCC